C(C)O[Si](OCC)(OCC)CN1CNCC1 1-(triethoxysilylmethyl)-1,3-diazolidine